COCC(C)(C)NC=1C2=C(N=C(N1)NC1=C(C=C(C=C1)S(=O)(=O)N1CCC(CC1)N1CCOCC1)OC)NC=C2C(F)(F)F N4-(1-methoxy-2-methylpropan-2-yl)-N2-(2-methoxy-4-((4-morpholinopiperidin-1-yl)sulfonyl)phenyl)-5-(trifluoromethyl)-7H-pyrrolo[2,3-d]pyrimidine-2,4-diamine